1-(3-(Allyloxy)isoxazol-5-yl)ethane-1-one C(C=C)OC1=NOC(=C1)C(C)=O